2-Bromo-N-[(1R)-1-[3-nitro-5-(trifluoromethyl)phenyl]ethyl]pyrazolo[1,5-a]pyrimidin-7-amine BrC1=NN2C(N=CC=C2N[C@H](C)C2=CC(=CC(=C2)C(F)(F)F)[N+](=O)[O-])=C1